CC1(CN(C(O1)=O)C=1C=C2C(=CC=NC2=CC1)C(=O)O)C 6-(5,5-dimethyl-2-oxooxazolidin-3-yl)quinoline-4-carboxylic acid